(3R)-1-(2-((dihydro-1'h,3'h-spiro[cyclopropan-1,2'-pyrrolizine]-7a'(5'h)-yl)methoxy)-7-(8-ethynyl-7-fluoronaphthalen-1-yl)-8-fluoro-6-nitroquinazolin-4-yl)-3-methylpiperidin-3-ol C1C2(CN3CCCC13COC1=NC3=C(C(=C(C=C3C(=N1)N1C[C@@](CCC1)(O)C)[N+](=O)[O-])C1=CC=CC3=CC=C(C(=C13)C#C)F)F)CC2